(S)-tert-Butyl (1-cyclopropyl-2-(pyrrolidin-1-yl)ethyl)carbamate C1(CC1)[C@@H](CN1CCCC1)NC(OC(C)(C)C)=O